6-chloro-2-fluoro-3-methoxy-4-(1-methyl-1H-pyrazol-4-yl)pyridine ClC1=CC(=C(C(=N1)F)OC)C=1C=NN(C1)C